FC1=CC=C(C=C1)C1CC=C(C1)B1OC(C(O1)(C)C)(C)C 2-(4-(4-Fluorophenyl)cyclopent-1-en-1-yl)-4,4,5,5-tetramethyl-1,3,2-dioxaborolane